1-(3-methyl-1-((2-(trimethylsilyl)ethoxy)methyl)-1H-pyrrolo[2,3-b]pyridin-5-yl)-1H-imidazo[4,5-b]pyridin-2(3H)-one CC1=CN(C2=NC=C(C=C21)N2C(NC1=NC=CC=C12)=O)COCC[Si](C)(C)C